C1(=CC=CC=C1)S(=O)(=O)C1=CC=C(C=C1)CNC(=O)C=1C=CC=2N(C1)C=CN2 N-{[4-(benzenesulfonyl)phenyl]methyl}imidazo[1,2-a]pyridine-6-carboxamide